CC=1C(=C(C=2C(C3=C(C=C(C=C3C(C2C1)=O)O)O)=O)O)C(=O)O 3-methyl-1,6,8-trihydroxy-anthraquinone-2-carboxylic acid